C1N(CC12CCNCC2)CC=2C=NC(=NC2)C2=C1CCN(C1=CC=C2)C=2C=C(C=1N(N2)C(=CN1)C(=O)N[C@H]1[C@H](C1)F)NC 6-[4-(5-{2,7-diazaspiro[3.5]nonan-2-ylmethyl}pyrimidin-2-yl)-2,3-dihydroindol-1-yl]-N-[(1R,2S)-2-fluorocyclopropyl]-8-(methylamino)imidazo[1,2-b]pyridazine-3-carboxamide